(S)-N-(7-fluoro-2,3-dihydro-1H-inden-1-yl)-2-(piperazin-1-yl)benzo[d]Thiazole-6-Formamide FC=1C=CC=C2CC[C@@H](C12)NC(=O)C1=CC2=C(N=C(S2)N2CCNCC2)C=C1